SCSCC(CSCS)SCS 1,2,3-Tris(mercaptomethylthio)propan